ethyl 4-fluoro-3-((1-methyl-6-(pyrimidin-4-ylamino)-1H-pyrazolo[3,4-d]pyrimidin-3-yl)amino)benzoate FC1=C(C=C(C(=O)OCC)C=C1)NC1=NN(C2=NC(=NC=C21)NC2=NC=NC=C2)C